C(C)(C)(C)C=1N=C(SC1)NC(=O)C1CCNCC1 N-(4-(tert-butyl)thiazol-2-yl)piperidine-4-carboxamide